ClC=1C=CC2=C(C=C(O2)C2=CN=CC3=C2SCCN3S(=O)(=O)C3=CC=C(C#N)C=C3)C1 4-((8-(5-chlorobenzofuran-2-yl)-2,3-dihydro-4H-pyrido[4,3-b][1,4]thiazin-4-yl)sulfonyl)-benzonitrile